(R)-8-(difluoromethyl)-4-((1-(3-(difluoromethyl)-2-fluorophenyl)ethyl)amino)-6-(1-(fluoromethyl)cyclopropyl)-2-methylpyrido[4,3-d]pyrimidine-7(6H)-one FC(C=1C(N(C=C2C1N=C(N=C2N[C@H](C)C2=C(C(=CC=C2)C(F)F)F)C)C2(CC2)CF)=O)F